2-amino-2,3-dihydro-1H-indene-5-carbonitrile NC1CC2=CC=C(C=C2C1)C#N